C(C)(C)(C)C=1C=C(C=C(C1)C(C)(C)C)C1=CC=C(N1)CNC 1-(5-(3,5-di-tert-butylphenyl)-1H-pyrrol-2-yl)-N,N-dimethylamine